N-{4-[(3S)-3-butyl-6-methoxy-1,2,3,4-tetrahydroisoquinolin-1-yl]phenyl}pyridin-3-amine C(CCC)[C@@H]1NC(C2=CC=C(C=C2C1)OC)C1=CC=C(C=C1)NC=1C=NC=CC1